ClC=1C(=C(C=CC1)C1=CC=CC=C1)[N+]#[C-] chloro-2-isocyano-1,1'-biphenyl